[4-(4-ethoxy-3-fluoro-4-oxo-butyl)triazol-1-yl]methyl 2,2-dimethylpropanoate CC(C(=O)OCN1N=NC(=C1)CCC(C(=O)OCC)F)(C)C